2-(2-(benzyloxy)-4-bromo-6-chlorophenyl)-1,3-dioxolane C(C1=CC=CC=C1)OC1=C(C(=CC(=C1)Br)Cl)C1OCCO1